(R)-(-)-3-quinuclidinol C1CN2CCC1[C@H](C2)O